NCCOC1=CC=C(CCN(CCCC2=CC=C(N(C)C)C=C2)C)C=C1 4-(3-{[4-(2-aminoethoxy)phenethyl](methyl)amino}propyl)-N,N-dimethylaniline